4-chloro-1-(1-(4-(6-(pyrrolidin-1-yl)pyrazin-2-yl)-1H-imidazol-1-yl)ethyl)pyridin-2(1H)-one ClC1=CC(N(C=C1)C(C)N1C=NC(=C1)C1=NC(=CN=C1)N1CCCC1)=O